4-[6-(2,8-dimethylimidazo[1,2-b]pyridazin-6-yl)-4-fluoro-1,3-benzothiazol-2-yl]-4-methyl-piperidine-1-carboxylic acid tert-butyl ester C(C)(C)(C)OC(=O)N1CCC(CC1)(C)C=1SC2=C(N1)C(=CC(=C2)C=2C=C(C=1N(N2)C=C(N1)C)C)F